O[C@@H]1CC[C@@]2([C@H]3CC[C@@]4([C@H](CC[C@H]4[C@@H]3[C@@H](C[C@@H]2C1)O)[C@@H](CCC(=O)N[C@H](C(=O)O)[C@@H](CC)C)C)C)C (2S,3R)-2-((R)-4-((3R,5S,7R,8R,9S,10S,13R,14S,17R)-3,7-dihydroxy-10,13-dimethyl-hexadecahydro-1H-cyclopenta[a]phenanthren-17-yl)pentanamido)-3-methylpentanoic acid